4-nitrophenyl 1-(4-methoxy-3-(pyridin-3-yl) phenyl)-3-methyl-5-oxo-4,5-dihydro-1H-pyrazole-4-carboxylate COC1=C(C=C(C=C1)N1N=C(C(C1=O)C(=O)OC1=CC=C(C=C1)[N+](=O)[O-])C)C=1C=NC=CC1